methyl 4-(oxetan-3-ylsulfonyl)-2-(6-azaspiro[2.5]octan-6-yl)benzoate O1CC(C1)S(=O)(=O)C1=CC(=C(C(=O)OC)C=C1)N1CCC2(CC2)CC1